C1(CC1)C1=NNC(=N1)C1CC2(CN(C2)C(=O)N2CC3(C2)CN(C3)CC3=C(C=C(C#N)C=C3)C(F)(F)F)C1 4-[[2-[6-(3-cyclopropyl-1H-1,2,4-triazol-5-yl)-2-azaspiro[3.3]heptane-2-carbonyl]-2,6-diazaspiro[3.3]heptan-6-yl]methyl]-3-(trifluoromethyl)benzonitrile